8-(4-(6-((2-(2,6-dioxopiperidin-3-yl)-1-oxoisoindolin-4-yl)amino)hexanoyl)piperazin-1-yl)-9-ethyl-6,6-dimethyl-11-oxo-6,11-dihydro-5H-benzo[b]carbazole-3-carbonitrile O=C1NC(CCC1N1C(C2=CC=CC(=C2C1)NCCCCCC(=O)N1CCN(CC1)C=1C(=CC2=C(C(C=3NC4=CC(=CC=C4C3C2=O)C#N)(C)C)C1)CC)=O)=O